CC1(CCC(CC1)C(=O)NC(C(=O)O)CCN(CCCCC1=NC=2NCCCC2C=C1)CC(COC)F)C 2-[(4,4-dimethylcyclohexanecarbonyl)amino]-4-[[2-fluoro-3-methoxy-propyl]-[4-(5,6,7,8-tetrahydro-1,8-naphthyridin-2-yl)butyl]amino]butanoic acid